(6-chloro-2-ethylsulfanyl-8-fluoro-7-iodo-quinazolin-5-yl)methanol ClC=1C(=C2C=NC(=NC2=C(C1I)F)SCC)CO